3-(3-{4-[4-Amino-5-(4-aminophenylamino)-2-hydroxy-phenylamino]phenylamino}-propyl)-1-methyl-3H-imidazol NC1=CC(=C(C=C1NC1=CC=C(C=C1)N)NC1=CC=C(C=C1)NCCCN1CN(C=C1)C)O